(3R)-N-[1-(4-chloro-2-cyanophenyl)-4-[6-(2-ethoxyphenyl)pyridin-3-yl]piperidin-4-yl]-1-methylpyrrolidine-3-carboxamide ClC1=CC(=C(C=C1)N1CCC(CC1)(C=1C=NC(=CC1)C1=C(C=CC=C1)OCC)NC(=O)[C@H]1CN(CC1)C)C#N